3,5-dichloro-1-(cyclopropylmethyl)-6-methyl-pyrazin-2-one ClC=1C(N(C(=C(N1)Cl)C)CC1CC1)=O